C(C)(C)(C)OC(=O)N1[C@@H](C2=C(C(=CC(=C2CC1)Cl)F)OCC1=NN=C(N1C)C)CN1CC2(CC2)CC1=O (S)-5-chloro-8-((4,5-dimethyl-4H-1,2,4-triazol-3-yl)methoxy)-7-fluoro-1-((6-oxo-5-azaspiro[2.4]heptan-5-yl)methyl)-3,4-dihydroisoquinoline-2(1H)-carboxylic acid tert-butyl ester